CC1=C(C(C(C=N1)C(=O)N)=O)C=1SC=C(C1)C 6-methyl-5-(4-methylthiophen-2-yl)-4-oxopyridine-3-carboxamide